dicyclohexyl(2',6'-diisopropoxy-1,1'-biphenyl) C1(CCCCC1)C=1C(=C(C=CC1)C1=C(C=CC=C1OC(C)C)OC(C)C)C1CCCCC1